N-(3-((4-Ethylphenyl)ethynyl)-1-methyl-1H-pyrrolo[2,3-b]pyridin-5-yl)acrylamide C(C)C1=CC=C(C=C1)C#CC1=CN(C2=NC=C(C=C21)NC(C=C)=O)C